IC=1C(=CC(=C(C1)OC(OC1=C(C=C(C(=C1)I)CCC)OC)=O)OC)CCC.CN1N=NN=C1C1=NC=C(C=C1)C1=C(C=C(C=C1)N1C(O[C@H](C1)CO)=O)F (R)-3-(4-(2-(1-methyltetrazol-5-yl)pyridin-5-yl)-3-fluorophenyl)-5-hydroxymethyl-oxazolidin-2-one bis-(5-iodo-2-methoxy-4-propylphenyl)carbonate